COC(=O)C1=NC=C(C(=N1)C1=CC=C(C=C1)C#N)C 4-(4-cyanophenyl)-5-methylpyrimidine-2-carboxylic acid methyl ester